tert-butyl 3-((2R)-2-(trans-4-((tert-butoxycarbonylamino)methyl)cyclohexanecarboxamido)-2-(2,9,9-trimethyl-3,5-dioxa-4-bora-tricyclo[6.1.1.02,6]dec-4-yl)ethyl)-2-methoxybenzoate C(C)(C)(C)OC(=O)NC[C@@H]1CC[C@H](CC1)C(=O)N[C@@H](CC=1C(=C(C(=O)OC(C)(C)C)C=CC1)OC)B1OC2(C3C(C(CC2O1)C3)(C)C)C